tert-butyl (S)-3-(6-fluorobenzofuran-3-carboxamido)pyrrolidin-1-carboxylate FC1=CC2=C(C(=CO2)C(=O)N[C@@H]2CN(CC2)C(=O)OC(C)(C)C)C=C1